6-chloro-N-[[6-(3,3-dimethylbutyl)-6-azaspiro[2.5]octan-2-yl]methyl]pyridazin-3-amine ClC1=CC=C(N=N1)NCC1CC12CCN(CC2)CCC(C)(C)C